3-(5-(1-((4-methylcyclohex-3-en-1-yl)methyl)piperidin-4-yl)-1-oxoisoindolin-2-yl)piperidine-2,6-dione CC1=CCC(CC1)CN1CCC(CC1)C=1C=C2CN(C(C2=CC1)=O)C1C(NC(CC1)=O)=O